7-(1-cyclopentylethyl)-2-(methylsulfanyl)imidazo[4,3-f][1,2,4]triazine C1(CCCC1)C(C)C1=NC=C2C=NC(=NN21)SC